FC1=C(C=CC2=C1SC1=C2C=CC(=C1F)OC(F)(F)F)C1CCC(CC1)CCC 4,6-difluoro-3-(4-propyl-cyclohexyl)-7-trifluoromethoxy-dibenzothiophene